racemic-1-methoxy-3-((8-(4-(trifluoromethyl)phenyl)pyrido[2,3-d]pyridazin-5-yl)amino)propan-2-ol COC[C@@H](CNC1=C2C(=C(N=N1)C1=CC=C(C=C1)C(F)(F)F)N=CC=C2)O |r|